(R)-2-(2-chlorophenyl)-N-(2-(4-fluorophenylmethyl)-4-(S-methylsulfonimidoyl)-2H-indazol-6-yl)acetamide ClC1=C(C=CC=C1)CC(=O)NC=1C=C(C2=CN(N=C2C1)CC1=CC=C(C=C1)F)[S@@](=O)(=N)C